(S)-N-(4-chloro-2,3-difluoro-phenyl)-N-methyl-3-(6-methyl-4-(trifluoromethyl)pyridin-2-yl)-2-oxooxazolidine-4-carboxamide ClC1=C(C(=C(C=C1)N(C(=O)[C@H]1N(C(OC1)=O)C1=NC(=CC(=C1)C(F)(F)F)C)C)F)F